rac-2'-ethoxy-5-[(2R,4S)-2-ethyl-4-[2-(trifluoromethyl)benzenesulfonyl]piperidin-1-yl]-N-[(3R)-1-methylpyrrolidin-3-yl]-[2,3'-bipyridine]-6-carboxamide C(C)OC1=NC=CC=C1C1=NC(=C(C=C1)N1[C@@H](C[C@H](CC1)S(=O)(=O)C1=C(C=CC=C1)C(F)(F)F)CC)C(=O)N[C@H]1CN(CC1)C |r|